6-(di-t-butylphosphinomethylene)-2-(N,N-diethylaminomethyl)-1,6-dihydropyridine C(C)(C)(C)P(C(C)(C)C)C=C1C=CC=C(N1)CN(CC)CC